N-(2-hydroxyprolineyl)methacrylamide O[C@@]1(NCCC1)C(=O)NC(C(=C)C)=O